COC1=C(C=CC=C1)C1=CC=C(C=C1)C=1N=NN(C1)C=1C=C(C(=O)O)C=CC1 3-(4-(2'-Methoxy-[1,1-biphenyl]-4-yl)-1H-1,2,3-triazol-1-yl)benzoic acid